1-[3-[[bis(t-butoxycarbonyl)amino]methyl]cyclobutyl]-4-(6-methyl-2-pyridinyl)pyrazole-3-carboxylic acid C(C)(C)(C)OC(=O)N(C(=O)OC(C)(C)C)CC1CC(C1)N1N=C(C(=C1)C1=NC(=CC=C1)C)C(=O)O